3-[3-(5-fluoro-2-methoxyphenyl)-1-[[2-(trimethylsilyl)ethoxy]methyl]pyrazolo[3,4-b]pyridin-6-yl]-1-[2-(4-methylpiperazin-1-yl)ethyl]urea FC=1C=CC(=C(C1)C1=NN(C2=NC(=CC=C21)NC(NCCN2CCN(CC2)C)=O)COCC[Si](C)(C)C)OC